bis[p-(3-methacryloxy-2-hydroxypropoxy)phenyl]dimethylmethane C(C(=C)C)(=O)OCC(COC1=CC=C(C=C1)C(C)(C)C1=CC=C(C=C1)OCC(COC(C(=C)C)=O)O)O